(hydroxyphenyl)diphenyl-sulfonium OC1=C(C=CC=C1)[S+](C1=CC=CC=C1)C1=CC=CC=C1